C(C#C)C(C(=O)OCC)C(=O)OCC diethyl 2-prop-2-ynylpropanedioate